C(C)OC(=C)C1=CNC(C2=CN=CC=C12)=O 4-(1-ethoxyvinyl)-2H-2,7-naphthyridin-1-one